FC=1C(=C(C=O)C=C(C1)C(=O)N1CC=2NC3=CC(=CC=C3C2CC1)N1CCCC1)O 3-fluoro-2-hydroxy-5-(7-(pyrrolidin-1-yl)-2,3,4,9-tetrahydro-1H-pyrido[3,4-b]indole-2-carbonyl)benzaldehyde